C(CCCCCCCCCCC)CCC(=S)OC(C(COC(CCCCCCCCCCCCCC)=S)(COC(CCCCCCCCCCCCCC)=S)COC(CCCCCCCCCCCCCC)=S)(CCCCCCCCCCCCC)CCCCCCCCCCCCC ditridecyl-pentaerythritol tetrakis(3-laurylthiopropionate)